Acetylserine-d C(C)(=O)N[C@@H](CO)C(=O)O[2H]